ClC1=NC=C(C(=C1)C1=C(C=NC(=C1)C)C(=O)NC=1SC(=NN1)OC1(CC1)[C@H]1COCC1)OC (R)-2'-chloro-5'-methoxy-6-methyl-N-(5-(1-(tetrahydrofuran-3-yl)cyclopropoxy)-1,3,4-thiadiazol-2-yl)-[4,4'-bipyridine]-3-carboxamide